(20Z,23Z)-10-((8Z,11Z)-heptadeca-8,11-dien-1-yl)-N,N,8,8-tetramethyl-7,9,11-trioxa-8-silanonacosa-20,23-dien-1-amine C(CCCCCC\C=C/C\C=C/CCCCC)C(O[Si](OCCCCCCN(C)C)(C)C)OCCCCCCCC\C=C/C\C=C/CCCCC